(t-butyl)bisethoxyantimony C(C)(C)(C)[Sb](OCC)OCC